C(C)(=O)O[C@@H]1[C@H](O[C@H]([C@@H]([C@H]1OC(C)=O)OC(C)=O)OC1=C(C=C(C=C1)CO)[N+](=O)[O-])C(=O)OC methyl (2S,3S,4S,5R,6S)-3,4,5-tris(acetyloxy)-6-[4-(hydroxymethyl)-2-nitrophenoxy]oxane-2-carboxylate